(E)-phenethyl 3-(4-hydroxyphenyl)acrylate OC1=CC=C(C=C1)/C=C/C(=O)OCCC1=CC=CC=C1